OC1=C(C(=CC(=C1)C(F)(F)F)C)C1=CC2=C(N=N1)N(CC2)[C@H]2CN(CC[C@H]2O)C (3S,4R)-3-(3-(2-hydroxy-6-methyl-4-(trifluoromethyl)phenyl)-5,6-dihydro-7H-pyrrolo[2,3-c]pyridazin-7-yl)-1-methylpiperidin-4-ol